CC1=CC=C(C=N1)NO N-(6-methylpyridin-3-yl)hydroxylamine